C=CCCC alpha-pentene